[4-(4-amino-2-ethyl-1H-imidazo[4,5-c]quinolin-1-yl)butyl]methanesulfonamide NC1=NC=2C=CC=CC2C2=C1N=C(N2CCCCCS(=O)(=O)N)CC